ClC1=CC(=C(C=C1)C(O)C=1N=CN(C1)C(C1=CC=CC=C1)(C1=CC=CC=C1)C1=CC=CC=C1)OC (4-chloro-2-methoxyphenyl)(1-trityl-1H-imidazol-4-yl)methanol